1,2,2-propantriol C(C(C)(O)O)O